(5S,6R)-5,6-bis(4-bromophenyl)-4-methylmorpholin-3-one BrC1=CC=C(C=C1)[C@H]1[C@H](OCC(N1C)=O)C1=CC=C(C=C1)Br